COC1(CC=C(O)C=C1)O 4-Methoxyhydroquinone